OC=1C(=C(C(=C(C1)C#CC(=O)O)O)O)O.[Li] lithium tetrahydroxybenzenepropiolic acid